C1(CC1)[C@]1(C(N(C[C@H]1C)C1=CC(=CC=2N1N=CN2)C=2C=NN(C2)C)=O)C#N (3R,4S)-3-cyclopropyl-4-methyl-1-[7-(1-methylpyrazol-4-yl)-[1,2,4]triazolo[1,5-a]pyridin-5-yl]-2-oxopyrrolidine-3-carbonitrile